Cl.C(C1=CC=CC=C1)(=O)OC1=C(C=C(C=C1)CCN)OC(C1=CC=CC=C1)=O 4-(2-aminoethyl)-1,2-phenylene dibenzoate hydrochloride